COC(C[C@]1(CCCC=2C=CN=CC12)N)=O.BrC1=C(N)C(=CC(=C1)F)CC=C 2-bromo-4-fluoro-6-(prop-2-en-1-yl)aniline (S)-Methyl-2-(8-amino-5,6,7,8-tetrahydroisoquinolin-8-yl)acetate